FC1(CCC(CC1)NC1=NC=C2N=C(N(C2=N1)C1CCC(CC1)C(=O)N)NC1=C(C=C(C=C1F)F)F)F (1s,4s)-4-(2-(4,4-difluorocyclohexylamino)-8-(2,4,6-trifluorophenylamino)-9H-purin-9-yl)cyclohexanecarboxamide